O=S1(CCC(CC1)C1=C(NC=C1C1=C(C(=CC=C1)OC)C)C(=O)OCC)=O Ethyl 3-(1,1-dioxidotetrahydro-2H-thiopyran-4-yl)-4-(3-methoxy-2-methylphenyl)-1H-pyrrole-2-carboxylate